4-((1-(2-(2,6-dioxopiperidin-3-yl)-1,3-dioxoisoindolin-4-yl)piperidin-4-yl)methyl)benzoic acid O=C1NC(CCC1N1C(C2=CC=CC(=C2C1=O)N1CCC(CC1)CC1=CC=C(C(=O)O)C=C1)=O)=O